OC(C)(C)C=1C=CC(=NC1)NC1=CC(=C(N=N1)C(=O)NC([2H])([2H])[2H])NC1=NC=CC(=C1OC)C1=NN(C=N1)C 6-{[5-(2-Hydroxypropan-2-yl)pyridin-2-yl]amino}-4-{[3-methoxy-4-(1-methyl-1H-1,2,4-triazol-3-yl)pyridin-2-yl]amino}-N-(2H3)methylpyridazin-3-carboxamid